2,2,7-trifluoro-4-(prop-2-yn-1-yl)-6-(2,3,5,6-tetrafluoro-4-(methylthio)phenyl)-2H-benzo[b][1,4]oxazin-3(4H)-one FC1(C(N(C2=C(O1)C=C(C(=C2)C2=C(C(=C(C(=C2F)F)SC)F)F)F)CC#C)=O)F